ClC=1C=CC=2C(C3=CC=4NC5=CC(=CC=C5C(C4C=C3NC2C1)=O)Cl)=O 3,10-dichloro-5,7,12,14-tetrahydro-5,12-diazapentacene-7,14-dione